bromo-2,3,4,6-tetra-O-acetyl-α-D-galactose Br[C@@]1(O)[C@H](OC(C)=O)[C@@H](OC(C)=O)[C@@H](OC(C)=O)[C@H](O1)COC(C)=O